3-phenyl-adamantane-1-carboxylic acid C1(=CC=CC=C1)C12CC3(CC(CC(C1)C3)C2)C(=O)O